(R)-6-isopropyl-5-(8-methoxy-[1,2,4]triazolo[1,5-a]pyridin-6-yl)-1-(4-(3-(methoxymethyl)pyrrolidin-1-yl)cyclohexyl)-1,3-dihydro-2H-benzo[d]imidazol-2-one C(C)(C)C=1C(=CC2=C(N(C(N2)=O)C2CCC(CC2)N2C[C@@H](CC2)COC)C1)C=1C=C(C=2N(C1)N=CN2)OC